CC(C(=O)NCC=1C=CC(=C(C(=O)NC2=C3C=NN(C3=CC=C2)C=2C=NC(=CC2)OC)C1)C(F)(F)F)(C)C 5-{[(2,2-Dimethylpropanoyl)amino]methyl}-N-[(6-methoxypyridin-3-yl)-1H-indazol-4-yl]-2-(trifluoromethyl)benzamide